OC=1C(=NC=CC1OC)C(=O)N(C(C)C)C(C)C 3-hydroxy-N,N-diisopropyl-4-methoxy-2-picolinamide